cyclohexyl (1-(N-(1-methyl-1H-tetrazol-5-yl)-2-(((2-methyl-2H-tetrazol-5-yl) methoxy) methyl)-6-(trifluoromethyl) nicotinamido) ethyl) carbonate C(OC1CCCCC1)(OC(C)N(C(C1=C(N=C(C=C1)C(F)(F)F)COCC=1N=NN(N1)C)=O)C1=NN=NN1C)=O